N-hydroxy-7-(3-(4-((5-nitro-1H-indol-3-yl)methyl)phenyl)ureido)heptanamide ONC(CCCCCCNC(=O)NC1=CC=C(C=C1)CC1=CNC2=CC=C(C=C12)[N+](=O)[O-])=O